1-methyl-2-(oxiranylmethoxy)ethyl-triethoxysilane CC(COCC1OC1)[Si](OCC)(OCC)OCC